(S,E)-3-(1-methylpyrrolidin-2-yl)acrylic acid CN1[C@@H](CCC1)/C=C/C(=O)O